4,4'-bis-(N,N'-dimethylamino)-benzophenone CN(C)C1=CC=C(C(=O)C2=CC=C(C=C2)N(C)C)C=C1